3-methoxy-4-[3-(pyrrolidin-1-yl)propoxy]benzaldehyde COC=1C=C(C=O)C=CC1OCCCN1CCCC1